tert-Butyl (R)-3-((S)-2,4-dimethylpiperazin-1-yl)pyrrolidine-1-carboxylate C[C@@H]1N(CCN(C1)C)[C@H]1CN(CC1)C(=O)OC(C)(C)C